(2-chlorophenyl)-4-((2-((4-((4-(2-(4-(4-(2,6-dioxopiperidin-3-yl)phenyl)piperazin-1-yl)ethyl)piperidin-1-yl)carbamoyl)phenyl)amino)-5-fluoropyrimidin-4-yl)amino)benzamide ClC1=C(C=CC=C1)C1=C(C(=O)N)C=CC(=C1)NC1=NC(=NC=C1F)NC1=CC=C(C=C1)C(NN1CCC(CC1)CCN1CCN(CC1)C1=CC=C(C=C1)C1C(NC(CC1)=O)=O)=O